(E)-N-{[4-(2-methoxypyrimidin-5-yl)cyclohexyl]Methylene}hydroxylamine COC1=NC=C(C=N1)C1CCC(CC1)\C=N\O